N1(C[C@@]2(CC1)CC1=CC=C(C=C1C2)C(=O)OC)C(=O)OC(C)(C)C 1'-(tert-butyl) 5-methyl (S)-1,3-dihydrospiro[indene-2,3'-pyrrolidine]-1',5-dicarboxylate